Dihexylether C(CCCCC)OCCCCCC